N,N-Dimethyl-1-(2-dodecyloxy-5-ethyl-3-methoxyphenyl)methan-amin-N-oxid C[N+](CC1=C(C(=CC(=C1)CC)OC)OCCCCCCCCCCCC)(C)[O-]